[1-(6-methyl-pyrimidin-4-yl)-cyclopropyl]-methanol CC1=CC(=NC=N1)C1(CC1)CO